(4-Bromophenyl)-pyrrolidin-3-yl-methanone, hydrochloride Cl.BrC1=CC=C(C=C1)C(=O)C1CNCC1